4-oxo-4,5-dihydropyrazolo-[1,5-a]pyrazine-2-carboxylate O=C1C=2N(C=CN1)N=C(C2)C(=O)[O-]